2-((1R,5S,6R)-3-(9,9-difluoro-2-((S)-2-methylazetidin-1-yl)-6,7,8,9-tetrahydro-5H-cyclohepta[d]pyrimidin-4-yl)-3-azabicyclo[3.1.0]hex-6-yl)acetic acid FC1(CCCCC2=C1N=C(N=C2N2C[C@@H]1C([C@@H]1C2)CC(=O)O)N2[C@H](CC2)C)F